N-[{5-[2-(dimethylcarbamoyl)phenyl]-4-fluoro-1H-benzoimidazol-2-yl}(3,3-dimethyl-cyclohexyl)methyl]-3-methylisoxazole-4-carboxamide CN(C(=O)C1=C(C=CC=C1)C1=C(C2=C(NC(=N2)C(NC(=O)C=2C(=NOC2)C)C2CC(CCC2)(C)C)C=C1)F)C